2-bromo-6-nitrophenol BrC1=C(C(=CC=C1)[N+](=O)[O-])O